NC1=CC=C(C=C1)C1=CC=2C3=CC(=C(C=C3C3=CC(=C(C=C3C2C=C1C1=CC=C(C=C1)N)C1=CC=C(C=C1)N)C1=CC=C(C=C1)N)C1=CC=C(C=C1)N)C1=CC=C(C=C1)N 2,3,6,7,10,11-hexakis(4-aminophenyl)triphenylene